1-(5-chloro-3-(3,6-dihydro-2H-pyran-4-yl)-2-ethoxy-4-fluorophenyl)ethan-1-ol ClC=1C(=C(C(=C(C1)C(C)O)OCC)C=1CCOCC1)F